CC=1N=CC(=NC1)NC1=NC=CC(=C1)COC1=CC=C(C2=CC=CC=C12)NC(N)=O 3-(4-((2-((5-methylpyrazin-2-yl)amino)pyridin-4-yl)methoxy)naphthalen-1-yl)urea